7-isopropoxy-N-(1-methyl-2-oxo-1,2-dihydropyridin-3-yl)-2-(1-methyl-2-oxabicyclo[2.2.2]oct-4-yl)imidazo[1,2-a]pyridine-6-carboxamide C(C)(C)OC1=CC=2N(C=C1C(=O)NC=1C(N(C=CC1)C)=O)C=C(N2)C21COC(CC2)(CC1)C